nitrate oxygen salt [O+2].[N+](=O)([O-])[O-].[N+](=O)([O-])[O-]